FC=1C=CC(=C(C1)B(O)O)OCC1=CC=NC=C1 [5-FLUORO-2-(PYRIDIN-4-YLMETHOXY)PHENYL]BORANEDIOL